ClC=1C=C(C=CC1C(=O)N1CCN(CC1)C(=O)C1CCNCC1)NC(=O)C=1N(C(=CN1)C1=C(C(=C(C=C1)C=1C=NN(C1)C)F)F)C N-[3-chloro-4-[4-(piperidine-4-carbonyl)piperazine-1-carbonyl]phenyl]-5-[2,3-difluoro-4-(1-methylpyrazol-4-yl)phenyl]-1-methyl-imidazole-2-carboxamide